(S)-3-(5-((tert-butoxycarbonyl)(methyl)amino)-4-cyano-3-((3,5-dimethoxyphenyl)ethynyl)-1H-pyrazol-1-yl)pyrrolidine-1-carboxylic acid tert-butyl ester C(C)(C)(C)OC(=O)N1C[C@H](CC1)N1N=C(C(=C1N(C)C(=O)OC(C)(C)C)C#N)C#CC1=CC(=CC(=C1)OC)OC